tert-butyl 6-(4-bromo-2,6-difluoro-phenyl)-2,6-diazaspiro[3.3]heptane-2-carboxylate BrC1=CC(=C(C(=C1)F)N1CC2(CN(C2)C(=O)OC(C)(C)C)C1)F